FC(C(C(F)(F)F)(F)F)(O[Si](OC(C(C(F)(F)F)(F)F)(F)F)(OC(C(C(F)(F)F)(F)F)(F)F)C(C(C(C(C(C(F)(F)F)(F)F)(F)F)(F)F)(F)F)(F)F)F perfluorohexyltripropoxysilane